(6-((5-(3-(4-(trifluoromethyl)phenyl)-1,2,4-oxadiazol-5-yl)pyrazin-2-yl)oxy)-1-methyl-1H-indol-2-yl)(4-(4-(2,2,2-trifluoroethoxy)benzyl)piperazin-1-yl)methanone FC(C1=CC=C(C=C1)C1=NOC(=N1)C=1N=CC(=NC1)OC1=CC=C2C=C(N(C2=C1)C)C(=O)N1CCN(CC1)CC1=CC=C(C=C1)OCC(F)(F)F)(F)F